5-((1-(cyclopropylmethyl)-1H-pyrazol-4-yl)methyl)-1-(4-fluoro-2-iodophenyl)-3-methyl-1H-pyrazole C1(CC1)CN1N=CC(=C1)CC1=CC(=NN1C1=C(C=C(C=C1)F)I)C